CS(=O)(=O)C1=CC(=C(C=C1)NCC#CC=1N(C2=CC=CC(=C2C1)NC(NC1CCN(CC1)C1CCOCC1)=O)CC(F)(F)F)OC 3-(2-{3-[(4-methane-sulfonyl-2-methoxy-phenyl)amino]prop-1-yn-1-yl}-1-(2,2,2-trifluoroethyl)-1H-indol-4-yl)-1-[1-(oxan-4-yl)piperidin-4-yl]urea